COC(C1=C(CN(C(C(C)(C)C)=O)CC(=O)O)C=C(C(=C1)F)F)OC 2-(N-(2-(dimethoxymethyl)-4,5-difluorobenzyl)pivalamidyl)acetic acid